2-[3-chloro-4-(trifluoromethyl)phenoxy]acetic acid ClC=1C=C(OCC(=O)O)C=CC1C(F)(F)F